monoisopropyltin oxide C(C)(C)[Sn]=O